OC(CN(CCCC(=O)OCCN1CCN(CC1)CCSSCCC(C)N(CC(CCCCCC\C=C/C\C=C/C\C=C/CC)O)CC(CCCCCC\C=C/C\C=C/C\C=C/CC)O)CC(CCCCCCCCCCCC)O)CCCCCCCCCCCC 2-(4-(2-((3-(Bis((9Z,12Z,15Z)-2-hydroxyoctadeca-9,12,15-trien-1-yl)amino)butyl)disulfaneyl)ethyl)piperazin-1-yl)ethyl 4-(bis(2-hydroxytetradecyl)amino)butanoate